cresyl-phenol C1(=CC=C(C=C1)C)C1=C(C=CC=C1)O